C(C)(C)(C)NC1CN(CC1)C1=CC=C2C(=N1)OCC=1C=C(C=CC12)C1=CN=NC(=C1)CC N-tert-butyl-1-[8-(6-ethylpyridazin-4-yl)-6H-isochromeno[3,4-b]pyridin-3-yl]pyrrolidin-3-amine